CNC(=O)C1=CNCC=C1 N-methyl-1,6-dihydropyridine-3-carboxamide